Br[C@H](C(=O)OCC1=CC=CC=C1)[C@H](C(C)C)O benzyl (2S,3S)-2-bromo-3-hydroxy-4-methylpentanoate